(2S)-2-(1,3-dioxoisoindol-2-yl)-3-(1H-indol-3-yl)propanoic acid O=C1N(C(C2=CC=CC=C12)=O)[C@H](C(=O)O)CC1=CNC2=CC=CC=C12